COC(=O)C1=CNC2=CC(=C(C=C2C1=O)CCCC)CC1=CC=CC=C1 6-Butyl-1,4-dihydro-4-oxo-7-(phenyl-methyl)-3-quinolinecarboxylic acid methyl ester